C1CCC2=C(C=3CCCC3C=C12)NC(=O)NS(=O)(=O)C1=CC(=CO1)C(=O)O 5-[[(1,2,3,5,6,7-hexahydro-s-indacen-4-yl)carbamoyl]aminosulfonyl]furan-3-carboxylic acid